CC1(CC(CCC1C(=O)[O-])CC12C(CCCC1)O2)C 4-epoxy-6-methylcyclohexylmethyl-6-methylcyclohexanecarboxylate